BrC=1C=NN(C1[N+](=O)[O-])C=1C=C(C=CC1)NC(C=C)=O N-(3-(4-bromo-5-nitro-1H-pyrazol-1-yl)phenyl)acrylamide